2,6-difluoro-3-((2-(4-morpholinophenyl)pyrimidin-4-yl)oxy)phenol FC1=C(C(=CC=C1OC1=NC(=NC=C1)C1=CC=C(C=C1)N1CCOCC1)F)O